N-(3-(1H-benzo[d]imidazol-2-yl)-1H-pyrazol-4-yl)-7H-pyrrolo[2,3-d]pyrimidin-4-amine N1C(=NC2=C1C=CC=C2)C2=NNC=C2NC=2C1=C(N=CN2)NC=C1